N[C@@H]1CN(CC[C@H]1F)C1=NC2=C(N1CC1=NC=C(C=N1)Br)C=C(C=C2)C#N 2-((3R,4R)-3-Amino-4-fluoropiperidin-1-yl)-1-((5-bromopyrimidin-2-yl)methyl)-1H-benzo[d]imidazol-6-carbonitril